4-bromo-6-{3-[(R)-cyclobutyl(4-methyl-4H-1,2,4-triazol-3-yl)methyl]phenyl}-2-(hydroxymethyl)-1-{[2-(trimethylsilyl)ethoxy]methyl}-1,6-dihydro-7H-pyrrolo[2,3-c]pyridin-7-one BrC=1C2=C(C(N(C1)C1=CC(=CC=C1)[C@H](C1=NN=CN1C)C1CCC1)=O)N(C(=C2)CO)COCC[Si](C)(C)C